[Na+].C(C)(C)(C)S(=O)(=O)[O-] tert-butylsulfonic acid sodium salt